2-(2-((3,4-Dichlorophenethyl)amino)-2-oxoethyl)benzyl carbamimidothioate hydrobromide Br.C(N)(=N)SCC1=C(C=CC=C1)CC(=O)NCCC1=CC(=C(C=C1)Cl)Cl